NCC=1C=C(C=CC1N1[C@@H](CN(CC1)C(C1=C(C=C(C=C1)Cl)C(F)(F)F)=O)CC)C1=C(C=CC=C1)OCCO 2-{[3'-(aminomethyl)-4'-[(2R)-4-[4-chloro-2-(trifluoromethyl)benzoyl]-2-ethylpiperazin-1-yl]-[1,1'-biphenyl]-2-yl]oxy}ethan-1-ol